ClC1=CC2=C(C(=N1)C=1N=C(SC1CO)C1=C(C(=NN1CC)C)F)C=NN2C [4-(6-chloro-1-methyl-1H-pyrazolo[4,3-c]pyridin-4-yl)-2-(1-ethyl-4-fluoro-3-methyl-1H-pyrazol-5-yl)-1,3-thiazol-5-yl]methanol